potassium iodide Bismuth nitrate [N+](=O)([O-])[O-].[Bi+3].[I-].[K+]